(R)- or (S)-indaneamine [C@H]1(CCC2=CC=CC=C12)N |o1:0|